(R)-(4-(4-isopropylpyrazolo[1,5-a]pyridin-2-yl)-1,4,6,7-tetrahydro-5H-imidazo[4,5-c]pyridin-5-yl)(5-(1-methyl-1H-pyrazol-4-yl)-1,3,4-oxadiazol-2-yl)methanone C(C)(C)C=1C=2N(C=CC1)N=C(C2)[C@@H]2N(CCC1=C2N=CN1)C(=O)C=1OC(=NN1)C=1C=NN(C1)C